BrC1=CC=2N(C=C1)C(=C(N2)C(=O)OCC)C ethyl 7-bromo-3-methylimidazo[1,2-a]pyridine-2-carboxylate